[N+](=O)([O-])C(C(=O)C1=CC=CC=C1)(C)[N+](=O)[O-] dinitropropiophenone